CC1=CC=CC=2C(=C(OC21)C(F)(F)F)C(=NC(C)=O)C2=CC=CC=C2 N-((7-Methyl-2-(trifluoromethyl)benzofuran-3-yl)(phenyl)methylene)acetamide